(E)-3-fluoro-2-((4-(((1-(methylsulfonyl)piperidin-4-yl)methyl)sulfonyl)phenoxy)methyl)prop-2-en-1-amine F/C=C(\CN)/COC1=CC=C(C=C1)S(=O)(=O)CC1CCN(CC1)S(=O)(=O)C